C(CCCCCCC)(=O)N[C@@H](CCSC)C(=O)O N-capryloyl-methionine